4-((2S,5R)-4-(bis(4-fluorophenyl)methyl)-2,5-dimethylpiperazin-1-yl)-2-chloro-5-ethyl-5H-pyrrolo[3,2-d]pyrimidine FC1=CC=C(C=C1)C(N1C[C@@H](N(C[C@H]1C)C=1C2=C(N=C(N1)Cl)C=CN2CC)C)C2=CC=C(C=C2)F